(R)-(+)-p-menthene C1(=CC[C@@H](CC1)C(C)C)C